[Br-].C(=O)(O)CC[P+](C1=CC=CC=C1)(C1=CC=CC=C1)C1=CC=CC=C1 (carboxyethyl)triphenyl-phosphonium bromide